2-((1H-pyrrolo[2,3-b]pyridin-5-yl)oxy)-4-(4-((2-(3-chlorobicyclo[1.1.1]pentan-1-yl)cyclohex-1-en-1-yl)methyl)piperazin-1-yl)benzoic acid N1C=CC=2C1=NC=C(C2)OC2=C(C(=O)O)C=CC(=C2)N2CCN(CC2)CC2=C(CCCC2)C21CC(C2)(C1)Cl